ClC1=C(C=CC=C1)C1=NN=C(S1)NC(=O)C=1ON=C2C1C=CC=1C=CC=NC21 N-[5-(2-chlorophenyl)-1,3,4-thiadiazol-2-yl]isoxazolo[4,3-h]quinoline-3-carboxamide